(1R,2R,3S,4R,5S)-1-(2-(2-amino-3-chloro-6-fluoroquinolin-7-yl)ethyl)-4-(4-amino-6-methyl-7H-pyrrolo[2,3-d]pyrimidin-7-yl)bicyclo[3.1.0]hexane-2,3-diol NC1=NC2=CC(=C(C=C2C=C1Cl)F)CC[C@@]12[C@H]([C@H]([C@@H]([C@H]2C1)N1C(=CC2=C1N=CN=C2N)C)O)O